4-[4-Ethyl-4-(5-methyl-1,3-benzoxazol-2-yl)piperidin-1-yl]-1-methyl-2-oxo-1,2-dihydroquinoline-3-carbonitrile C(C)C1(CCN(CC1)C1=C(C(N(C2=CC=CC=C12)C)=O)C#N)C=1OC2=C(N1)C=C(C=C2)C